CNC1=NC=C(C=O)C=C1 6-(methylamino)nicotinaldehyde